6-(6-((3-(4-methylpiperazin-1-yl)phenyl)amino)-1H-pyrrolo[2,3-b]pyridin-3-yl)spiro[indene-1,4'-piperidin]-3(2H)-one CN1CCN(CC1)C=1C=C(C=CC1)NC1=CC=C2C(=N1)NC=C2C2=CC=C1C(CC3(CCNCC3)C1=C2)=O